FCC=O monofluoro-acetaldehyde